COC1=C(C=CC=C1)C12CCN(CC2C1)C(=O)C1=CN(C2=C1C(N(C=C2C)C)=O)C 3-((6-(2-methoxyphenyl)-3-azabicyclo[4.1.0]hept-3-yl)carbonyl)-1,5,7-trimethyl-1,5-dihydro-4H-pyrrolo[3,2-c]pyridin-4-one